OC1=C(C=CC(=C1)OCC#C)C(\C=C\C1=CC=C(C=C1)O)=O (E)-1-(2-Hydroxy-4-propargyloxyphenyl)-3-(4-hydroxyphenyl)-2-propene-1-one